O=C1N(CCC(N1)=O)C1=CC=C(C=C1)N1CCN(CC1)C1CCN(CC1)CC1CCN(CC1)C(=O)C1=CC=C(C=C1)N1CCC2(CC(NC2)C)CC1 8-(4-(4-((4-(4-(4-(2,4-dioxotetra-hydropyrimidin-1(2H)-yl)phenyl)piperazin-1-yl)piperidin-1-yl)meth-yl)piperidine-1-carbonyl)phenyl)-3-methyl-2,8-diazaspiro[4.5]decan